2-(2-chloro-3-fluoropyridin-4-yl)acetaldehyde ClC1=NC=CC(=C1F)CC=O